COC=1C=CC(=NC1)COC1=CC=C2CCNCC2=C1 7-[(5-methoxy-2-pyridyl)methoxy]-1,2,3,4-tetrahydroisoquinoline